CC1=CC=C(C=C1)S(=O)(=O)NCCN(CCN(CCN(CC(=O)O)S(=O)(=O)C1=CC=C(C)C=C1)CCNS(=O)(=O)C1=CC=C(C=C1)C)CCNS(=O)(=O)C1=CC=C(C=C1)C (2-((2-(bis(2-((4-methylphenyl)sulfonamido)ethyl)amino)ethyl)(2-((4-methylphenyl)sulfonamido)ethyl)amino)ethyl)-N-tosylglycine